C(C)(C)(C)OC(=O)N1CC2=C(CC1)N=C(S2)C=2C(=C(C=CC2)C2=C(C(=CC=C2)OCCCN2CC1(COC1)CCC2)C)C 2-(3'-(3-(2-oxa-6-azaspiro[3.5]non-6-yl)propoxy)-2,2'-dimethyl-[1,1'-biphenyl]-3-yl)-6,7-dihydrothiazolo[5,4-c]pyridine-5(4H)-carboxylic acid tert-butyl ester